C1(=CC=CC=C1)OP(=O)(O)O.N(C1=CC=CC=C1)C=1C=C2C=CNC2=CC1.N(C1=CC=CC=C1)C=1C=C2C=CNC2=CC1 bis[5-(anilino)indole] phenyl-phosphate